FC1=C(C=C(C(=C1)C)S(=O)CC(F)(F)F)N1N=C(N=C1N)C(F)(F)F 1-[2-fluoro-4-methyl-5-[(2,2,2-trifluoroethyl)sulfinyl]phenyl]-3-trifluoromethyl-1H-1,2,4-triazol-5-amine